CC=1C=C2C(CCC(N2C1)C(=O)NC=1SC(=CN1)C1=CC=C(C=C1)OC(F)(F)F)=O 2-methyl-8-oxo-N-[5-[4-(trifluoromethoxy)phenyl]thiazol-2-yl]-6,7-dihydro-5H-indolizine-5-carboxamide